N-((7-(5-(difluoromethyl)-1,3,4-oxadiazol-2-yl)imidazo[1,2-a]pyridin-2-yl)methyl)-4-methyl-N-phenylpiperazine-1-sulfonamide FC(C1=NN=C(O1)C1=CC=2N(C=C1)C=C(N2)CN(S(=O)(=O)N2CCN(CC2)C)C2=CC=CC=C2)F